FC=1C=CC(=NC1)C1=NN2C(OCCC2C)=C1C1=CC(=NC=C1)NC(CC)=O N-(4-(2-(5-Fluoropyridin-2-yl)-7-methyl-6,7-dihydro-5H-pyrazolo[5,1-b][1,3]oxazin-3-yl)pyridin-2-yl)propionamide